tert-butyl N-[(3S,4S)-8-{7-[(2-amino-3-chloropyridin-4-yl)sulfanyl]-6-methylpyrazolo[1,5-a]pyrazin-4-yl}-3-methyl-2-oxa-8-azaspiro[4.5]decan-4-yl]carbamate NC1=NC=CC(=C1Cl)SC1=C(N=C(C=2N1N=CC2)N2CCC1([C@@H]([C@@H](OC1)C)NC(OC(C)(C)C)=O)CC2)C